BrC=1C=C2C(=CN1)N(N=C2)C(=O)OC(C)(C)C tert-butyl 5-bromopyrazolo[3,4-c]pyridine-1-carboxylate